silicate lithium salt [Li+].[Si]([O-])([O-])([O-])[O-].[Li+].[Li+].[Li+]